(3S)-3-(4-Chloro-2-fluorophenyl)-2-[(5-chloropyridin-2-yl)methyl]-3-{[1-(hydroxymethyl)cyclopropyl]methoxy}-6-(2-hydroxypropan-2-yl)-2,3-dihydro-1H-isoindol-1-on ClC1=CC(=C(C=C1)[C@@]1(N(C(C2=CC(=CC=C12)C(C)(C)O)=O)CC1=NC=C(C=C1)Cl)OCC1(CC1)CO)F